(+/-)-[(5R)-2-[3,5-difluoro-4-({3-(2-methyloxan-3-yl)-1H-pyrrolo[2,3-b]pyridin-4-yl}oxy)anilino]-5-(propan-2-yl)-5,6-dihydro-4H-1,3-oxazin-5-yl]methanol FC=1C=C(NC=2OC[C@@](CN2)(C(C)C)CO)C=C(C1OC1=C2C(=NC=C1)NC=C2C2C(OCCC2)C)F